N,N-bis(cis-4-t-pentylcyclohexyl)-5-(cis-4-t-pentylcyclohexylcarbonylamino)-isophthalamide C(C)(C)(CC)[C@H]1CC[C@H](CC1)N(C(C1=CC(C(=O)N)=CC(=C1)NC(=O)[C@@H]1CC[C@@H](CC1)C(C)(C)CC)=O)[C@@H]1CC[C@@H](CC1)C(C)(C)CC